para-toluenesulfonamide tetrafluoroborate F[B-](F)(F)F.CC1=CC=C(C=C1)S(=O)(=O)N